F[C@H](CNC(=O)C=1C=NC2=CC=C(C=C2C1NC1COC1)C1=CN=CS1)C(C)(C)O (R)-N-(2-fluoro-3-hydroxy-3-methylbutyl)-4-(oxetan-3-ylamino)-6-(thiazol-5-yl)quinoline-3-carboxamide